8-[(1-tert-Butoxycarbonyl-piperidin-4-ylmethyl)-amino]-3-methyl-6-pyridin-4-yl-imidazo[1,2-a]pyrazine-2-carboxylic acid ethyl ester C(C)OC(=O)C=1N=C2N(C=C(N=C2NCC2CCN(CC2)C(=O)OC(C)(C)C)C2=CC=NC=C2)C1C